{6-(2,6-dimethylmorpholin-4-yl)pyridin-3-yl}methanone CC1CN(CC(O1)C)C1=CC=C(C=N1)C=O